5-(1-isopropyl-6-oxo-1,6-dihydropyridazin-3-yl)-6-phenylpyridin C(C)(C)N1N=C(C=CC1=O)C=1C=CC=NC1C1=CC=CC=C1